1-(2,5-dichloropyridin-4-yl)-6,6-dimethylpiperidine-2,4-dione ClC1=NC=C(C(=C1)N1C(CC(CC1(C)C)=O)=O)Cl